3-(1-(5-(5,6-dimethyl-1-(tetrahydro-2H-pyran-2-yl)-1H-indazol-4-yl)-4-fluoro-2-(methylthio)-8,9-dihydro-10H-7-oxa-1,3,6,10-tetraazacyclohepta[de]naphthalen-10-yl)ethyl)pyridin-2-amine CC=1C(=C2C=NN(C2=CC1C)C1OCCCC1)C1=C(C=2N=C(N=C3C2C(=N1)OCCN3C(C)C=3C(=NC=CC3)N)SC)F